BrC=1C=CC=2[C@@H]([C@H]3[C@@H](C2C1)C3)NC (1aS,6R,6aR)-3-bromo-N-methyl-1,1a,6,6a-tetrahydrocyclopropa[a]inden-6-amine